(7-((2-(trimethylsilyl)ethoxy)methyl)-7H-pyrrolo[2,3-d]pyrimidin-4-yl)-1,6-diazaspiro[3.4]octane-1-carboxylic acid tert-butyl ester C(C)(C)(C)OC(=O)N1C(CC12CNCC2)C=2C1=C(N=CN2)N(C=C1)COCC[Si](C)(C)C